(R)-8-(8-(pyridazin-3-ylthio)imidazo[1,2-c]pyrimidin-5-yl)-8-azaspiro[4.5]decan-1-amine N1=NC(=CC=C1)SC=1C=2N(C(=NC1)N1CCC3(CCC[C@H]3N)CC1)C=CN2